[1-(2-methoxyphenyl)ethyl]-6-methyl-4-[(1-methylcyclopropyl)amino]furo[2,3-d]pyrimidine-5-carboxamide COC1=C(C=CC=C1)C(C)C=1N=C(C2=C(N1)OC(=C2C(=O)N)C)NC2(CC2)C